OC1=C(C=C(C=C1C)C(C)C)C(CC1N(CCCC1)C)C1=CC(=CC=C1)CC 2-[2-(2-hydroxy-3-methyl-5-isopropylphenyl)-2-(3-ethylphenyl)-ethyl]-N-methylpiperidine